methyl (E)-3-(5-((1S,2R,4R)-N-((4-(1-methyl-1H-indazol-5-yl)phenyl)methyl-d)bicyclo[2.2.1]heptane-2-carboxamido)pyridin-3-yl)acrylate CN1N=CC2=CC(=CC=C12)C1=CC=C(C=C1)C(N(C(=O)[C@H]1[C@H]2CC[C@@H](C1)C2)C=2C=C(C=NC2)/C=C/C(=O)OC)[2H]